benzyl (3S)-4-[(1-tert-butoxycarbonyl-4-hydroxy-4-piperidinyl) methyl]-3-methyl-piperazine-1-carboxylate C(C)(C)(C)OC(=O)N1CCC(CC1)(O)CN1[C@H](CN(CC1)C(=O)OCC1=CC=CC=C1)C